N-(2-Fluoro-5-(2-isopropyl-8-morpholinoimidazo[1,2-a]pyridin-6-yl)-4-methylphenyl)-3-(2,2,2-trifluoroethyl)-2,5-dihydro-1H-pyrrole-1-carboxamide FC1=C(C=C(C(=C1)C)C=1C=C(C=2N(C1)C=C(N2)C(C)C)N2CCOCC2)NC(=O)N2CC(=CC2)CC(F)(F)F